4-hydroxy-2-oxo-1-(2-morpholinoethyl)-N-(spiro[3.3]heptan-2-yl)-1,2-dihydro-1,8-naphthyridine-3-carboxamide OC1=C(C(N(C2=NC=CC=C12)CCN1CCOCC1)=O)C(=O)NC1CC2(C1)CCC2